CC1=C(C=CC(=C1)OC(F)(F)F)NC1=C(C(=O)O)C=C(C=N1)C(F)(F)F 2-((2-methyl-4-(trifluorometh-oxy)phenyl)-amino)-5-(trifluoromethyl)-nicotinic acid